C(N)(=O)C1(CCC1)NC(=O)C1=C(OC2=C1C=C(C=C2)OCC=2C(=NC=CC2)OC)C N-(1-carbamoylcyclobutyl)-5-((2-methoxypyridin-3-yl)methoxy)-2-methylbenzofuran-3-carboxamide